bis(5,6-dimethyl-1H-inden-2-yl)sulfane CC=1C=C2C=C(CC2=CC1C)SC=1CC2=CC(=C(C=C2C1)C)C